(S)-3-(5-(4-((1-(2-fluoro-4-((2R,3S,4R)-7-hydroxy-2-methyl-3-phenylchroman-4-yl)phenyl)piperidin-4-yl)methyl)piperazin-1-yl)-1-oxoisoindolin-2-yl)piperidine-2,6-dione FC1=C(C=CC(=C1)[C@H]1[C@H]([C@H](OC2=CC(=CC=C12)O)C)C1=CC=CC=C1)N1CCC(CC1)CN1CCN(CC1)C=1C=C2CN(C(C2=CC1)=O)[C@@H]1C(NC(CC1)=O)=O